3-fluoro-4-hydroxy-4-methylpiperidine-1-carboxylic acid tert-butyl ester C(C)(C)(C)OC(=O)N1CC(C(CC1)(C)O)F